O1CC(C1)OCC=1N=NN(C1)C1=CC=C(C=C1)CN (4-(4-((oxetan-3-yloxy)methyl)-1H-1,2,3-triazol-1-yl)phenyl)methylamine